tert-butyl (4-(4-cyclobutylpiperazin-1-yl)phenethyl)carbamate C1(CCC1)N1CCN(CC1)C1=CC=C(CCNC(OC(C)(C)C)=O)C=C1